C(C)OC(C(C(C(=O)OCC)C(=O)C1=CC2=C(S1)C=C(C(=C2)OC)OC)CC=C)=O 2-allyl-3-(5,6-dimethoxybenzo[b]thiophene-2-carbonyl)succinic acid diethyl ester